CSCC(C(=O)O)N S-methylcysteine